diethyl 2-(((5-bromo-1H-pyrrolo[2,3-c]pyridin-3-yl)amino)methylene)malonate BrC=1C=C2C(=CN1)NC=C2NC=C(C(=O)OCC)C(=O)OCC